FC1=C(C=C(C(=C1)OC)OCC=1C=CC=C2C=CC(=NC12)C)N1C(NC=2C(C1=O)=C(SC2)C(=O)O)=O 3-(2-fluoro-4-methoxy-5-((2-methylquinolin-8-yl)methoxy)phenyl)-2,4-dioxo-1H-thieno[3,4-d]pyrimidine-5-carboxylic acid